methoxy-4-(1H-pyrazol-4-yl)benzoic acid COC1=C(C(=O)O)C=CC(=C1)C=1C=NNC1